methyl 1-(p-hydroxyphenyl)cyclopropanecarboxylate OC1=CC=C(C=C1)C1(CC1)C(=O)OC